ClC1=C(C=C(C=C1)S(=O)(=O)C1=CC(=C(C=C1)Cl)S(=O)(=O)O)S(=O)(=O)O.[Na].[Na] Dinatrium bis-(4-chloro-3-sulfophenyl) sulfon